(2S,4R)-4-(4-methoxy-benzyl)-1-[(2R,4S)-1-methyl-4-(1-methyl-1H-pyrazol-4-yl)-pyrrolidine-2-carbonyl]-pyrrolidine-2-carboxylic acid (1-methyl-1H-benzotriazol-5-ylmethyl)-amide CN1N=NC2=C1C=CC(=C2)CNC(=O)[C@H]2N(C[C@@H](C2)CC2=CC=C(C=C2)OC)C(=O)[C@@H]2N(C[C@@H](C2)C=2C=NN(C2)C)C